N1C(=NC=C1)C=NO 1H-imidazole-2-carboxaldehyde oxime